N-(5-benzyl-4-(3,4-difluorophenyl)thiazol-2-yl)-5-((2-hydroxy-3-methoxybenzyl)amino)-3-methylpyridine-2-sulfonamide C(C1=CC=CC=C1)C1=C(N=C(S1)NS(=O)(=O)C1=NC=C(C=C1C)NCC1=C(C(=CC=C1)OC)O)C1=CC(=C(C=C1)F)F